CC=1C=C2C=CC=NC2=CC1C(=O)N[C@H](C)C1=CC=CC2=CC=CC=C12 (R)-6-Methyl-N-(1-(naphthalen-1-yl)ethyl)quinoline-7-carboxamide